C1(=CC=CC=C1)C1=NC(=CC(=N1)C=1C=C(C=C(C1)N1C2=CC=C(C=C2C=2C=C(C=CC12)C1=CC2=C(OC3=C2C=CC=C3)C=C1)C1=CC3=C(OC2=C3C=CC=C2)C=C1)N1C2=CC=C(C=C2C=2C=C(C=CC12)C1=CC2=C(OC3=C2C=CC=C3)C=C1)C1=CC3=C(OC2=C3C=CC=C2)C=C1)C1=CC=CC=C1 9,9'-(5-(2,6-diphenylpyrimidin-4-yl)-1,3-phenylene)bis(3,6-bis(dibenzo[b,d]furan-2-yl)-9H-carbazole)